CC1(OCCC2=C1OC(C1=C2C=C(S1)C=1C=NN(C1)COCC[Si](C)(C)C)=O)C(=O)OCC1=CC=CC=C1 Benzyl 4-methyl-6-oxo-8-(1-((2-(trimethylsilyl)ethoxy)methyl)-1H-pyrazol-4-yl)-1,2,4,6-tetrahydropyrano[3,4-b]thieno[3,2-d]pyran-4-carboxylate